NC1=C(N=CC(=N1)N1CCC2(CC1)CC1=CC3=C(NC=N3)C=C1C2N)SC2=C(C(=NC=C2)N)Cl 1'-(6-amino-5-((2-amino-3-chloropyridin-4-yl)thio)pyrazin-2-yl)-5,7-dihydro-1H-spiro[indeno[5,6-d]imidazole-6,4'-piperidin]-7-amine